FC1(CC(C1)C1=CC=C2C(=C(C(N(C2=C1)C)=O)C#N)N1CCC(CC1)(C=1OC2=C(N1)C=C(C=C2)C)C)F 7-(3,3-difluorocyclobutyl)-1-methyl-4-[4-methyl-4-(5-methyl-1,3-benzoxazol-2-yl)piperidin-1-yl]-2-oxo-1,2-dihydroquinoline-3-carbonitrile